C(C)(C)(C)OC(=O)N1[C@@H](C[C@H](C1)C1=CC=C(C=C1)F)CO.BrC=1C=NC=CC1C1=NN=CN1C 3-bromo-4-(4-methyl-4H-1,2,4-triazol-3-yl)pyridine tert-butyl-(2S,4S)-4-(4-fluorophenyl)-2-(hydroxymethyl)pyrrolidine-1-carboxylate